COC1=C(CN2C(N(CCC2=O)C=2C=NN3C2C=C(C=C3)CC3CCN(CC3)CC(C)(C)OC)=O)C=CC(=C1)OC 3-(2,4-dimethoxybenzyl)-1-(5-((1-(2-methoxy-2-methylpropyl)piperidin-4-yl)methyl)pyrazolo[1,5-a]pyridin-3-yl)dihydropyrimidine-2,4(1H,3H)-dione